3-(4-Bromophenyl)tetrahydro-2H-pyran-2-ol BrC1=CC=C(C=C1)C1C(OCCC1)O